C(C=1C(O)=CC=CC1)OS(N[C@@]1([C@H](O)[C@H](O)[C@@H](CO)O1)N1C=NC=2C(N)=NC=NC12)(=O)=O SALICYL-ADENOSINEMONOSULFAMATE